C(C)(C)C1=CC=C(C=C1)B(O)O 4-isopropylbenzeneboronic acid